1-methyl-1H-pyrrole-2-carboxylate CN1C(=CC=C1)C(=O)[O-]